N-t-butoxycarbonyl-L-phenylalanine-18O2 C(C)(C)(C)OC(=O)N[C@@H](CC1=CC=CC=C1)C(=[18O])[18OH]